ClC1=C2NC(C(NC2=CC(=C1)CO)=O)C 5-chloro-7-hydroxymethyl-3-methyl-3,4-dihydroquinoxalin-2(1H)-one